ClC1=C(C=CC(=C1I)F)NS(=O)(=O)CCCF N-(2-chloro-4-fluoro-3-iodophenyl)-3-fluoropropane-1-sulfonamide